C(CC(C)C)C(C(=O)O)CC.C(CCC)(=O)OCCC(C)C 3-methylbutyl butanoate (iso-amyl butyrate)